CC1=C(C=C(C2=C1OCCO2)NC(=O)C2NC(CC2)=O)OC2=CC(=CC=C2)C(F)(F)F N-(8-Methyl-7-(3-(trifluoromethyl)phenoxy)-2,3-dihydrobenzo[b][1,4]dioxin-5-yl)-5-oxopyrrolidine-2-carboxamide